ethyl 4-((4-((3S,4S)-4-(3,4-dihydroisoquinolin-2(1H)-yl)-3-hydroxypiperidine-1-carbonyl)-5-fluoropyridin-2-yl)amino)piperidine-1-carboxylate C1N(CCC2=CC=CC=C12)[C@@H]1[C@H](CN(CC1)C(=O)C1=CC(=NC=C1F)NC1CCN(CC1)C(=O)OCC)O